gamma-carotene-16'-aldehyde CC1(C)CCCC(C)=C1\C=C\C(\C)=C\C=C\C(\C)=C\C=C\C=C(/C)\C=C\C=C(/C)\C=C\C=C(/C)\CC\C=C(/C)\C=O